N-[(E)-(4-Fluorophenyl)methylenamino]-N-methyl-1,1-dioxo-1,2-benzothiazol-3-amin FC1=CC=C(C=C1)\C=N\N(C1=NS(C2=C1C=CC=C2)(=O)=O)C